N1=C(C(=CC2=CC=CC=C12)C(=O)O)C(=O)O 2,3-quinoline-dicarboxylic acid